4-(2-(4-chloro-2-methylphenoxy)-5-nitrophenyl)-6-methyl-1,6-dihydro-7H-pyrrolo[2,3-c]pyridin-7-one ClC1=CC(=C(OC2=C(C=C(C=C2)[N+](=O)[O-])C=2C3=C(C(N(C2)C)=O)NC=C3)C=C1)C